The molecule is a hydroxy fatty acid ascaroside anion that is the conjugate base of oscr#14, obtained by deprotonation of the carboxy group; major species at pH 7.3. It is a conjugate base of an oscr#14. C[C@H]1[C@@H](C[C@H]([C@@H](O1)OCCCCCCCC(=O)[O-])O)O